C(C1CO1)OCCC[Si](O)(C)C 3-glycidoxypropyldimethylhydroxysilane